tert-butyl (S)-2-(2-((4,11-diethyl-4-hydroxy-3,14-dioxo-3,4,12,14-tetrahydro-1H-pyrano[3',4':6,7]indolizino[1,2-b]quinolin-9-yl)oxy)-2-methylpropanoyl)hydrazine-1-carboxylate C(C)[C@]1(C(OCC=2C(N3CC=4C(=NC=5C=CC(=CC5C4CC)OC(C(=O)NNC(=O)OC(C)(C)C)(C)C)C3=CC21)=O)=O)O